(R)-N-(1-(3-amino-5-(1,1-difluoro-2-methoxyethyl)phenyl)ethyl)-8-chloro-6-(4-methoxytetrahydro-2H-pyran-4-yl)-2-methylquinazolin-4-amine NC=1C=C(C=C(C1)C(COC)(F)F)[C@@H](C)NC1=NC(=NC2=C(C=C(C=C12)C1(CCOCC1)OC)Cl)C